N-(3-chloro-5-(methylsulfonamido)phenyl)-4-(3-(2-(dimethylamino)-2-oxoethyl)pyridin-2-yl)thiophene-2-carboxamide ClC=1C=C(C=C(C1)NS(=O)(=O)C)NC(=O)C=1SC=C(C1)C1=NC=CC=C1CC(=O)N(C)C